F[C@H]([C@@H](C)[C@H]1CC[C@H]2\C(\CCC[C@]12C)=C\CS(=O)(=O)C=1SC2=C(N1)C=CC=C2)CCC(C)(O[Si](CC)(CC)CC)C 2-({2-[(1R,3aS,7aR,E)-1-{(2S,3S)-3-Fluoro-6-methyl-6-[(triethylsilyl)oxy]heptan-2-yl}-7a-methyloctahydro-4H-inden-4-ylidene]ethyl}sulfonyl)benzo[d]thiazole